NC(=C([N+](=O)[O-])[N+](=O)[O-])NN 1-amino-1-hydrazino-2,2-dinitroethylene